Hydroxybutyl-ethylenediamine OCCCCNCCN